N1N=CN=C1OC(=O)N1CCCCC1 1H-1,2,4-triazol-5-ylpiperidine-1-carboxylate